C[C@@H]1C[C@@H]([C@@H]2[C@@H]([C@]3([C@H]1C=CC3=O)C)OC(=O)C2=C)O The molecule is a pseudoguaianolide isolated from the aerial parts of Inula hupehensis. It has a role as a plant metabolite and an anti-inflammatory agent. It is a pseudoguaianolide, a gamma-lactone, an organic heterotricyclic compound, a cyclic ketone and a secondary alcohol.